3-(2-(4-Methoxybenzoyl)-1,2,3,4-tetrahydroisoquinolin-5-yl)-3-(4-cyanophenyl)propanoic acid methyl ester COC(CC(C1=CC=C(C=C1)C#N)C1=C2CCN(CC2=CC=C1)C(C1=CC=C(C=C1)OC)=O)=O